ClC=1C=C(C=NC1C=1OC=C(N1)C)NC(=O)C=1C=NN(C1C(F)(F)F)C1=CC=C(C=2N1C=CN2)F N-(5-chloro-6-(4-methyloxazol-2-yl)pyridin-3-yl)-1-(8-fluoroimidazo[1,2-a]pyridin-5-yl)-5-(trifluoromethyl)-1H-pyrazole-4-carboxamide